COCCNC1=NN=C2N1C=CC(=C2)C=2C(=C(C=CC2)C=2C(=C(C=CC2)C2=CC=C(C=C2)C=O)C)C 3''-(3-((2-methoxyethyl)amino)-[1,2,4]triazolo[4,3-a]pyridin-7-yl)-2',2''-dimethyl-[1,1':3',1''-terphenyl]-4-carbaldehyde